7-Bromo-4-chloro-3-quinolinecarboxylic acid chloride BrC1=CC=C2C(=C(C=NC2=C1)C(=O)Cl)Cl